OC(C)C=1C(=NC(=CC1)N1C=NC2=C1C=CC(=C2)NC=2N=NC(=CC2)OC2COC2)N2N=C(C=C2C)C#N 1-[3-(1-hydroxyethyl)-6-[5-[[6-(oxetan-3-yloxy)pyridazin-3-yl]amino]benzimidazol-1-yl]-2-pyridyl]-5-methyl-pyrazole-3-carbonitrile